N-(3-(5-((2,6-dioxopiperidin-3-yl)oxy)-2-isopropylphenyl)prop-2-yn-1-yl)-5-(8-(7-isopropyl-1,3-dimethyl-2-oxo-2,3-dihydro-1H-benzo[d]imidazol-5-yl)isoquinolin-3-yl)picolinamide O=C1NC(CCC1OC=1C=CC(=C(C1)C#CCNC(C1=NC=C(C=C1)C=1N=CC2=C(C=CC=C2C1)C1=CC2=C(N(C(N2C)=O)C)C(=C1)C(C)C)=O)C(C)C)=O